The molecule is a member of the class of cinnamaldehydes that is cinnamaldehyde substituted by a hydroxy group at position 4 and methoxy groups at positions 3 and 5. It has a role as an antifungal agent and a plant metabolite. It is a member of cinnamaldehydes, a dimethoxybenzene and a member of phenols. It derives from an (E)-cinnamaldehyde. COC1=CC(=CC(=C1O)OC)/C=C/C=O